4-[3-({[(4R)-azepan-4-yl]methyl}amino)-1-[2-fluoro-4-(4-methoxy-piperidin-1-yl)phenyl]-1H-pyrazol-5-yl]-2-fluorobenzonitrile N1CC[C@@H](CCC1)CNC1=NN(C(=C1)C1=CC(=C(C#N)C=C1)F)C1=C(C=C(C=C1)N1CCC(CC1)OC)F